2-(((tert-butyldimethylsilyl) oxy) methyl)-3,8-diazabicyclo[3.2.1]octane-8-carboxylate [Si](C)(C)(C(C)(C)C)OCC1C2CCC(CN1)N2C(=O)[O-]